COC(COC)=O 2-methoxy-acetic acid methyl ester